FC1=CC=C(C=C1)[C@H](C)C1(NC(=CC(=C1)N1CCC2(OCCO2)CC1)NC1=NC=CN=C1)N 2-[(S)-1-(4-fluorophenyl)ethyl]-N6-(pyrazin-2-yl)-4-(1,4-dioxa-8-azaspiro[4.5]decan-8-yl)pyridine-2,6-diamine